C(C)(C)(C)OCCCCCC[Si]([SiH2]C1C(=CC2=CC=CC=C12)C1=C(C=C(C=C1)C(C)(C)C)C)([SiH2]C1C(=CC2=CC=CC=C12)C1=C(C=C(C=C1)C(C)(C)C)C)C ((6-(tert-butoxy)hexyl)methylsilane-diyl)-bis((2-methyl-4-tert-butyl-phenylindenyl)silane)